N-(2-Bromophenyl)-4-trifluoromethylthiobenzamide BrC1=C(C=CC=C1)NC(C1=CC=C(C=C1)C(F)(F)F)=S